2,5-dibromo-3-hexyl-thiophene BrC=1SC(=CC1CCCCCC)Br